COC(=O)C=1C=C(C(=O)NCCC(=O)NC=2SC(=C(N2)C)C(=O)OCC)C=CC1 Ethyl 2-[3-[(3-methoxycarbonylbenzoyl) amino] propionylamino]-4-methyl-thiazole-5-carboxylate